5-bromo-4-chloro-3-indolyl-beta-D-glucuronic acid, cyclohexylammonium salt C1(CCCCC1)[NH3+].Br[C@]1([C@]([C@@]([C@H]([C@H](O)O1)O)(O)C=1NC2=CC=CC=C2C1)(O)Cl)C(=O)[O-]